ClC1=NC(=CC(=C1)C1=C(N=C(S1)NC(=O)N1CCNCC1)C1=CC(=CC=C1)C#N)C (2R)-4-[[5-(2-Chloro-6-methyl-4-pyridyl)-4-(3-cyanophenyl)thiazol-2-yl]carbamoyl]piperazin